(S,E)-2-((1-(furan-2-yl)ethylidene)amino)tetrahydroimidazo[1,5-a]pyridine-1,3(2H,5H)-dione O1C(=CC=C1)\C(\C)=N\N1C(N2[C@@H](CCCC2)C1=O)=O